trans-tert-butyl (4-(2-(cis-3-(trifluoromethyl)cyclobutanecarbonyl)hydrazinecarbonyl)cyclohexyl)carbamate FC([C@H]1C[C@H](C1)C(=O)NNC(=O)[C@@H]1CC[C@H](CC1)NC(OC(C)(C)C)=O)(F)F